(R)-4-((6-cyclopropylpyridin-3-yl)amino)-N-methyl-2-(3-(methylcarbamoyl)pyrrolidin-1-yl)pyrimidine-5-carboxamide C1(CC1)C1=CC=C(C=N1)NC1=NC(=NC=C1C(=O)NC)N1C[C@@H](CC1)C(NC)=O